C(C)(C)(C)OC(=O)N(C1=CC(=NC=2N1N=CC2C2CC2)C2CCN(CC2)C(=O)OC(C)(C)C)CC2=CC=C(C=C2)C2=NC=CC=C2 tert-butyl 4-(7-((tert-butoxycarbonyl)(4-(pyridin-2-yl)benzyl)amino)-3-cyclopropylpyrazolo[1,5-a]pyrimidin-5-yl)piperidine-1-carboxylate